4,4,5,5-tetramethyl-2-[3-(2-methylpropoxy)phenyl]-1,3,2-dioxaborolane CC1(OB(OC1(C)C)C1=CC(=CC=C1)OCC(C)C)C